C(C)C1(CC(C=2C3=CC=CC=C3C(NC2C1)=O)NC)CC 3,3-Diethyl-1-(methylamino)-1,2,4,5-tetrahydrophenanthridin-6-one